23,29-Difluoro-6-phenyl-25-oxa-3,12,20,31-tetrazapentacyclo[24.3.1.12,5.016,24.017,21]hentriaconta-1(30),2,4,16,18,21,23,26,28-nonaen-13-one FC=1C=C2NC=CC2=C2CCC(NCCCCCC(C3=CN=C(C=4C(=CC=C(OC12)C4)F)N3)C3=CC=CC=C3)=O